(E)-1-(3-(3-(cyclopropylmethoxy)phenyl)acryloyl)-5,6-dihydropyridin C1(CC1)COC=1C=C(C=CC1)/C=C/C(=O)N1CC=CCC1